CCCCN(CCCC)C(=O)C1=CC=CC=C1O N,N-dibutyl-2-hydroxybenzamide